P(=O)([O-])([O-])[O-].[NH4+].[Ni+2] Nickel ammonium phosphate